(2-fluorophenyl)-((5-(3-methyl-4-(trifluoromethoxy)phenyl)thiophen-2-yl)methyl)pyrazine-2-carboxamide FC1=C(C=CC=C1)C=1N=C(C(=NC1)C(=O)N)CC=1SC(=CC1)C1=CC(=C(C=C1)OC(F)(F)F)C